diphenyltriazinyl(diphenyl-dibenzothiophenyl)benzene C1(=CC=CC=C1)C1=C(C(=C(C=C1)C1=C(C(=CC=2SC3=C(C21)C=CC=C3)C3=CC=CC=C3)C3=CC=CC=C3)C3=NN=NC=C3)C3=CC=CC=C3